[Na+].SCCCS(=O)(=O)[O-] 3-mercapto-1-propansulfonate sodium salt